benzyl 3-bromo-6a,7,9,10-tetrahydro-5H-pyrazino[1,2-a]pyrido[3,2-e]pyrazine-8(6H)-carboxylate BrC1=CC=2NCC3N(C2N=C1)CCN(C3)C(=O)OCC3=CC=CC=C3